(6-(3-(Trifluoromethyl)phenyl)-1H-pyrazolo[4,3-b]pyridin-1-yl)acetic acid FC(C=1C=C(C=CC1)C=1C=C2C(=NC1)C=NN2CC(=O)O)(F)F